C[C@H]1CNCC[C@@H]1C1=CC=C2C=NN(C2=C1)[C@@H]1OCCCC1 |&1:1| (R,R and S,S)-6-(3-methylpiperidin-4-yl)-1-(tetrahydro-2H-pyran-2-yl)-1H-indazole